Cl.CON O-methyl-hydroxylamine hydrochloride salt